[2-[[7-pyrazol-1-yl-4-[6-[(2,2,6,6-tetramethyl-4-piperidyl)oxy]pyridazin-3-yl]indazol-1-yl]methoxy]ethyl]silane N1(N=CC=C1)C=1C=CC(=C2C=NN(C12)COCC[SiH3])C=1N=NC(=CC1)OC1CC(NC(C1)(C)C)(C)C